FC1=CC(=C2C=NN(C2=C1)S(=O)(=O)C)C1=C(C=C2NC(C=3N(C2=C1C)C(=NN3)C)(C)C)C 8-(6-fluoro-1-methylsulfonyl-1H-indazol-4-yl)-1,4,4,7,9-pentamethyl-5H-[1,2,4]triazolo[4,3-a]quinoxaline